N-(cyclobutylmethyl)-2-(4-methylpiperazin-1-yl)-5-nitroaniline C1(CCC1)CNC1=C(C=CC(=C1)[N+](=O)[O-])N1CCN(CC1)C